thioglutamic acid N[C@@H](CCC(=O)O)C(=S)O